5-(4-(2-(1-(4-(4-amino-3-(4-phenoxyphenyl)-1H-pyrazolo[3,4-d]pyrimidin-1-yl)piperidine-1-carbonyl)piperidin-4-yl)ethyl)piperidin-1-yl)-2-(2,6-dioxopiperidin-3-yl)isoindoline-1,3-dione NC1=C2C(=NC=N1)N(N=C2C2=CC=C(C=C2)OC2=CC=CC=C2)C2CCN(CC2)C(=O)N2CCC(CC2)CCC2CCN(CC2)C=2C=C1C(N(C(C1=CC2)=O)C2C(NC(CC2)=O)=O)=O